BrC=1C=C(C(=NC1Br)N(C)C)C 5,6-Dibromo-N,N,3-trimethylpyridin-2-amine